NC(CC(=O)O)CC(=O)O β-homoaspartic acid